4-(4-carboxyl-phenyl)porphyrin C(=O)(O)C1=CC=C(C=C1)C12CC=C(N1)C=C1C=CC(C=C3C=CC(=CC=4C=CC(=C2)N4)N3)=N1